S1C=CC2=C1C1=C(C=C2)SC=C1 thienobenzothiophene